chromane-8-carbonitrile O1CCCC2=CC=CC(=C12)C#N